ClC1=C(C=CC(=C1)Cl)[C@@H](C)N (R)-1-(2,4-dichlorophenyl)ethane-1-amine